CC=1N=CC2=C(N1)NC(C=C2)=O 2-methylpyrido[2,3-d]pyrimidin-7(8H)-one